1-(3-iodo-1-tetrahydropyran-4-yl-6,7-dihydro-4H-pyrazolo[4,3-c]pyridin-5-yl)ethanone IC1=NN(C2=C1CN(CC2)C(C)=O)C2CCOCC2